O(CC)C1=C(C=CC=C1)O ethoxyl-phenol